methyl 6-((1-(5-fluoro-2-(morpholine-4-carboxamido)benzoyl)piperidin-4-yl)oxy)nicotinate FC=1C=CC(=C(C(=O)N2CCC(CC2)OC2=NC=C(C(=O)OC)C=C2)C1)NC(=O)N1CCOCC1